5-bromo-1-(2-chloro-5-methoxyphenyl)-6-(2-chloro-4-fluorophenyl)-3-methyl-4(1H)-pyridazinone BrC=1C(C(=NN(C1C1=C(C=C(C=C1)F)Cl)C1=C(C=CC(=C1)OC)Cl)C)=O